C(C)C1CN(CC(N1)CC)C1=CC=CC=2OCCOC21 5-(3,5-diethylpiperazin-1-yl)-2,3-dihydro-1,4-benzodioxine